2-[2-[2-(8-chloro-6-methoxy-4-oxo-chromen-2-yl)-5-methyl-phenoxy]ethylamino]-2-oxo-acetic acid ethyl ester C(C)OC(C(=O)NCCOC1=C(C=CC(=C1)C)C=1OC2=C(C=C(C=C2C(C1)=O)OC)Cl)=O